ClC=1C=C2C(NN=C(C2=CC1Cl)C1=CC2=C(NC(=N2)NC(OCCOC)=O)C=C1)=O 2-methoxyethyl (5-(6,7-dichloro-4-oxo-3,4-dihydrophthalazin-1-yl)-1H-benzimidazol-2-yl)carbamate